11-(4-(diisopropylamino)butyl)-2,2,3,3,19,19,20,20-octamethyl-4,18-dioxa-3,19-disilaheneicosane C(C)(C)N(CCCCC(CCCCCCO[Si](C(C)(C)C)(C)C)CCCCCCO[Si](C(C)(C)C)(C)C)C(C)C